IC=C1COCC2=NC(=CC=C21)C(F)(F)F 5-(iodomethylene)-2-(trifluoromethyl)-5,8-dihydro-6H-pyrano[3,4-b]pyridine